C1(CC1)NC=1C2=C(N=CN1)N(C=C2)CC2C(CN(CC2)C(=O)OC(C)(C)C)(F)F tert-Butyl 4-((4-(cyclopropylamino)-7H-pyrrolo[2,3-d]pyrimidin-7-yl)methyl)-3,3-difluoropiperidine-1-carboxylate